C1(CC1)C=1C=NN(C1CO[C@H]1[C@@H]2CN([C@H](C1)C2)C2=CC(=C(C(=O)OC)C(=C2)F)F)C2=C(C=CC=C2Cl)Cl methyl 4-[(1S,4S,5R)-5-[[4-cyclopropyl-1-(2,6-dichlorophenyl)-1H-pyrazol-5-yl]methoxy]-2-azabicyclo[2.2.1]heptan-2-yl]-2,6-difluorobenzoate